4-(3,4-dichloro-2-fluorophenyl)-7-((3-methyltetrahydrofuran-3-yl)ethynyl)quinazoline-4,6-diamine ClC=1C(=C(C=CC1Cl)C1(NC=NC2=CC(=C(C=C12)N)C#CC1(COCC1)C)N)F